5-chloro-2-{[(3S,4R)-3-hydroxyoxan-4-yl]amino}-7-(1,1,1-trifluoropropan-2-yl)pyrrolo[2,1-f][1,2,4]triazine-6-carbonitrile ClC=1C(=C(N2N=C(N=CC21)N[C@H]2[C@@H](COCC2)O)C(C(F)(F)F)C)C#N